methylnaphthyl ketone CC(=O)C1=CC=CC2=CC=CC=C12